C(#N)C=1C=C(C=C(C1N[C@H](CSC1=CC=C(C=C1)F)C1CN(C1)C)F)S(=O)(=O)NC(=O)C1(CCCCC1)OC (S)-N-((3-CYANO-5-FLUORO-4-((2-((4-FLUOROPHENYL)THIO)-1-(1-METHYLAZETIDIN-3-YL)ETHYL)AMINO)PHENYL)SULFONYL)-1-METHOXYCYCLOHEXANE-1-CARBOXAMIDE